C1(=CC=CC=C1)C1=C(C2=C(OC3=C2C=CC=C3)C=C1)C1=NN=NC(=C1C1=C(C=CC=C1)C1=CC=CC=C1)C1=CC=CC=C1 phenyl[phenyl(biphenylyl)triazinyl]dibenzofuran